tert-butyl 2-benzyl-1,3,3a,4,6,6a-hexahydropyrrolo[3,4-c]pyrrole-5-carboxylate C(C1=CC=CC=C1)N1CC2CN(CC2C1)C(=O)OC(C)(C)C